(S)-N-(1-(6,7-difluoro-4-oxo-3,4-dihydrophthalazin-1-yl)ethyl)-3-(difluoromethyl)-4-fluoro-N-methylbenzamide FC=1C=C2C(NN=C(C2=CC1F)[C@H](C)N(C(C1=CC(=C(C=C1)F)C(F)F)=O)C)=O